C(C)NC(=O)C1=CC2=C(C(N(C=C2C(=C)C2=CC3=CC=CC=C3C=C2)C)=O)N1 N-ethyl-6-methyl-4-(1-(naphthalen-2-yl)vinyl)-7-oxo-6,7-dihydro-1H-pyrrolo[2,3-c]pyridine-2-carboxamide